CC([C@@H](C(=O)O)NC(C(F)(F)F)=O)(C#C)C (2S)-3,3-dimethyl-2-(2,2,2-trifluoroacetamido)pent-4-ynoic acid